sodium isostearate lactate C(C(O)C)(=O)[O-].C(CCCCCCCCCCCCCCC(C)C)(=O)O.[Na+]